COC=1C=C(C=C(C1OC)OC)C=NCCN=CC1=CC(=C(C(=C1)OC)OC)OC 1-(3,4,5-trimethoxyphenyl)-N-[2-[(3,4,5-trimethoxyphenyl)methylideneamino]ethyl]methanimine